4-{[6-(5-chloro-2-fluorophenyl)pyridazin-4-yl]amino}-quinolin-7-yl 2-methyl-2,6-diazaspiro[3.4]octane-6-carboxylate CN1CC2(C1)CN(CC2)C(=O)OC2=CC=C1C(=CC=NC1=C2)NC2=CN=NC(=C2)C2=C(C=CC(=C2)Cl)F